6-nitro-1,3-dihydro-2H-benzo[d]imidazol-2-one [N+](=O)([O-])C=1C=CC2=C(NC(N2)=O)C1